2-(3-methoxy-1-methyl-1H-pyrazol-4-yl)piperidine hydrochloride Cl.COC1=NN(C=C1C1NCCCC1)C